C1(CC1)C=1N=NN(C1)[C@H](C(=O)N1[C@@H](C[C@H](C1)O)C(=O)NCC1(NC(CC1)=O)C1=CC=CC=C1)C(C)(C)C (2S,4R)-1-[(2S)-2-(4-cyclopropyltriazol-1-yl)-3,3-dimethyl-butanoyl]-4-hydroxy-N-[(5-oxo-2-phenyl-pyrrolidin-2-yl)methyl]pyrrolidine-2-carboxamide